sodium hydrogen phosphate sodium phosphate P(=O)([O-])([O-])O.[Na+].P(=O)(O)(O)O.[Na+]